(4-(2-amino-5-(1-ethyl-1H-pyrazol-4-yl)pyridin-3-yl)-3-fluorophenyl)-3-(4-fluorophenyl)-1-isopropyl-4-oxo-1,4-dihydropyridine-2,5-dicarboxamide NC1=NC=C(C=C1C1=C(C=C(C=C1)C1=C(C(C(=C(N1C(C)C)C(=O)N)C1=CC=C(C=C1)F)=O)C(=O)N)F)C=1C=NN(C1)CC